C(CCCCCCCCCCCCCCC)(=O)OCN1C(C=CC2=CC=C(C=C12)CCN1CCN(CC1)C1=CC(=CC=2SC=CC21)F)=O (7-(2-(4-(6-fluorobenzo[b]thiophen-4-yl)piperazin-1-yl)ethyl)-2-oxoquinolin-1(2H)-yl)methyl palmitate